indazole-3-d N1N=C(C2=CC=CC=C12)[2H]